ClC1=CC(=NC2=CC=C(C=C12)C=1C(=NOC1C)C)NCC1=CC(=CC=C1)Cl 4-chloro-N-(3-chlorobenzyl)-6-(3,5-dimethylisoxazol-4-yl)quinolin-2-amine